2-hydroxyphenyl methyl ketone CC(=O)C1=C(C=CC=C1)O